C(#C)C1=NC=C(C=N1)CN1CCOCC1 4-((2-ethynylpyrimidin-5-yl)methyl)morpholine